[Se].[V].[Co] cobalt vanadium selenium